NC1(CC(CC(C1)(C)CN)C)C 5-amino-1,3,5-trimethylcyclohexylmethylamine